CC=1NC(C2=CC=CC=C2C1)=O 3-(methyl)isoquinolinone